naphthalene-1-carboxylic acid dimethyl-3,3'-(dibenzo[b,d]thiophene-2,8-diyl)dibenzoate dimethyl-4,4'-(dibenzo[b,d]thiophene-2,8-diyl)dibenzoate COC(C1=CC=C(C=C1)C1=CC2=C(SC3=C2C=C(C=C3)C3=CC=C(C(=O)OC)C=C3)C=C1)=O.COC(C1=CC(=CC=C1)C1=CC3=C(SC2=C3C=C(C=C2)C=2C=C(C(=O)OC)C=CC2)C=C1)=O.C1(=CC=CC2=CC=CC=C12)C(=O)O